OC=1C=C(C=C(C1)O)C(C)O 1-(3,5-dihydroxyphenyl)ethanol